N3,N6-bis(5-methylhexan-2-yl)pyridazine-3,6-diamine CC(CCC(C)NC=1N=NC(=CC1)NC(C)CCC(C)C)C